C(#N)CC(C)(C)C=1N(C2=CC=C(C=C2C1C1=CC=C(C(=O)OC)C=C1)O)C1=CC=C(C=C1)F methyl 4-(2-(1-cyano-2-methylpropan-2-yl)-1-(4-fluorophenyl)-5-hydroxy-1H-indol-3-yl)benzoate